(R)-1-(4-((1-(3-(difluoromethyl)-2-fluorophenyl)ethyl)amino)-7-methoxy-2-((trimethylsilyl)ethynyl)pyrido[2,3-d]pyrimidin-6-yl)cyclopropane-1-carbonitrile FC(C=1C(=C(C=CC1)[C@@H](C)NC=1C2=C(N=C(N1)C#C[Si](C)(C)C)N=C(C(=C2)C2(CC2)C#N)OC)F)F